4-(3-(3-methoxy-3-oxopropyl)phenyl)-2,6-dimethyltetrahydro-2H-pyran-4-carboxylic acid COC(CCC=1C=C(C=CC1)C1(CC(OC(C1)C)C)C(=O)O)=O